C(C)(=O)N1C(C=C(C1)C1=CC(=C(C=C1)OC(F)F)OCC1=CC=CC=C1)C(=O)NCC1=CC=CC(=N1)C(=O)N(C)C1CCC(CC1)(F)F 6-((1-acetyl-4-(3-(benzyloxy)-4-(difluoromethoxy)phenyl)-2,5-dihydro-1H-pyrrole-2-carboxamido)methyl)-N-(4,4-difluorocyclohexyl)-N-methylpyridineamide